2-(3,5-dichloro-1-methyl-indazol-4-yl)acetic acid ClC1=NN(C2=CC=C(C(=C12)CC(=O)O)Cl)C